C(C)(=O)O[C@H](C(=O)O)C (2S)-2-Acetoxypropanoic acid